2-(6-(2-ethyl-5-fluoro-4-hydroxyphenyl)-1H-indazol-3-yl)-N-ethyl-4,6-dihydroPyrrolo[3,4-d]Imidazole-5(1H)-carboxamide C(C)C1=C(C=C(C(=C1)O)F)C1=CC=C2C(=NNC2=C1)C1=NC2=C(N1)CN(C2)C(=O)NCC